[(2-chlorophenyl)-diphenylmethyl] (2S)-6-[[2-[2-[2-[[(4S)-4-amino-5-tert-butoxy-5-oxo-pentanoyl]amino]ethoxy]ethoxy]acetyl]amino]-2-(benzyloxycarbonylamino)hexanoate N[C@@H](CCC(=O)NCCOCCOCC(=O)NCCCC[C@@H](C(=O)OC(C1=CC=CC=C1)(C1=CC=CC=C1)C1=C(C=CC=C1)Cl)NC(=O)OCC1=CC=CC=C1)C(=O)OC(C)(C)C